C1(CC1)S(=O)(=O)NC=1SC=C(N1)C(C)(C)NC(C1=C(C=C(C=C1)C=1C=NC=C(C1)C(F)(F)F)OC)=O N-(2-(2-(cyclopropanesulfonamido)thiazol-4-yl)propan-2-yl)-2-methoxy-4-(5-(trifluoromethyl)pyridin-3-yl)benzamide